4-((benzyl-(methyl)amino)methyl)azetidin-2-one C(C1=CC=CC=C1)N(C)CC1CC(N1)=O